(2R,3R)-2-nonylchromane-3,5,7-triol C(CCCCCCCC)[C@H]1OC=2C=C(C=C(C2C[C@H]1O)O)O